C1=CC=C(C=2C34CC=CC=C3C(=CC12)NCC4)OC(CCCNC(C[C@H](CC(C)C)CN)=O)=O 9,4b-(epiminoethano)phenanthren-4-yl-4-((S)-3-(aminomethyl)-5-methylhexanamido)butanoate